rel-(S)-3-(4-methylpiperidin-4-yl)-5-(piperidin-1-ylmethyl)-5,6-dihydro-1,4,2-dioxazine CC1(CCNCC1)C1=NOC[C@@H](O1)CN1CCCCC1 |o1:11|